2,6-diethoxy-4-{1-[(4-phenylbutyl)amino]ethyl}benzamide palladium(II) monohydrate O.[Pd+2].C(C)OC1=C(C(=O)N)C(=CC(=C1)C(C)NCCCCC1=CC=CC=C1)OCC